(R)-tert-butyl (3-((tert-butyldimethylsilyl)oxy)-2-hydroxypropyl)carbamate [Si](C)(C)(C(C)(C)C)OC[C@@H](CNC(OC(C)(C)C)=O)O